3-[4-amino-8-[trans-4-(tert-butoxycarbonylamino)cyclohexoxy]-5,5-dimethyl-6H-benzo[h]quinazolin-7-yl]butyl 4-methylbenzenesulfonate CC1=CC=C(C=C1)S(=O)(=O)OCCC(C)C1=C(C=CC2=C1CC(C=1C(=NC=NC21)N)(C)C)O[C@@H]2CC[C@H](CC2)NC(=O)OC(C)(C)C